N-[3-(4-{[(3S,4R)-3-fluoro-1-methylpiperidin-4-yl]amino}-1-(2,2,2-trifluoroethyl)-1H-indol-2-yl)prop-2-yn-1-yl]-1-methyl-1H-pyrrole-3-carboxamide F[C@H]1CN(CC[C@H]1NC1=C2C=C(N(C2=CC=C1)CC(F)(F)F)C#CCNC(=O)C1=CN(C=C1)C)C